NC1=NN2C(N=C(C=C2)N2[C@H](C[C@@H](C2)F)C=2C(=NC=C(C2)F)CC[C@@H](C)NC(=O)OC(C)(C)C)=C1C(=O)OCC ethyl 2-amino-5-((2R,4S)-2-(2-((R)-3-(tert-butoxycarbonylamino) butyl)-5-fluoropyridin-3-yl)-4-fluoropyrrolidin-1-yl)pyrazolo[1,5-a]pyrimidine-3-carboxylate